NC1=NC=CC=C1C1=NC=2C(=NC(=CC2)C2=CC=CC=C2)N1C=1C=CC(=NC1)C(=O)OC methyl 5-(2-(2-aminopyridin-3-yl)-5-phenyl-3H-imidazo[4,5-b]pyridin-3-yl)picolinate